FC1([C@H](C1)C(=O)NC1=NN(C(=C1C1(CCC1)C)C1=CC=C(C=C1)F)C)F (R)-2,2-difluoro-N-(5-(4-fluorophenyl)-1-methyl-4-(1-methylcyclobutyl)-1H-pyrazol-3-yl)cyclopropane-1-carboxamide